C1(CC1)CC1(CN(C1)C=1N=NC(=CC1)C1=NN(C2=CC=C(C=C12)O[C@H](C)C1=C(C=NC=C1Cl)Cl)C1OCCCC1)N 3-(cyclopropylmethyl)-1-[6-[5-[(1R)-1-(3,5-dichloro-4-pyridinyl)ethoxy]-1-tetrahydropyran-2-yl-indazol-3-yl]pyridazin-3-yl]azetidin-3-amine